3-epoxypropanal C1C(C=O)O1